(S)-4-amino-1-(2,6-dichloro-4-methoxyphenyl)-6-oxo-N-(5-(piperidin-2-yl)pyridin-3-yl)-1,6-dihydropyrimidine-5-carboxamide NC=1N=CN(C(C1C(=O)NC=1C=NC=C(C1)[C@H]1NCCCC1)=O)C1=C(C=C(C=C1Cl)OC)Cl